ClC=1C=C(C=C2C=NN(C12)CCN(C)C)NC1=NC=C(C(=N1)C1=CN(C2=CC=CC=C12)C)C(F)(F)F 7-chloro-1-(2-(dimethylamino)ethyl)-N-(4-(1-methyl-1H-indol-3-yl)-5-(trifluoromethyl)pyrimidin-2-yl)-1H-indazol-5-amine